[K].C1CCC2=C(C=3CCCC3C=C12)NC(=O)NS(=O)(=O)C1CN2CCC1CC2 N-((1,2,3,5,6,7-Hexahydro-s-indacen-4-yl)carbamoyl)quinuclidine-3-sulfonamide, Potassium Salt